CC1=CC=CC=2C3=C(OC21)C(=CC=C3)B(O)O (6-methyldibenzo[b,d]furan-4-yl)boronic acid